2-[(6-{2-[(2,6-dichlorobenzyl)oxy]ethoxy}hexyl)amino]-1-(2,2-dimethyl-4H-1,3-benzodioxin-6-yl)ethanol ClC1=C(COCCOCCCCCCNCC(O)C2=CC3=C(OC(OC3)(C)C)C=C2)C(=CC=C1)Cl